NC1=NNC2=CC=C(C=C12)C1=CC(=NC=C1)NC(NC=1C=C(C(=O)N)C=CC1)=O 3-(3-(4-(3-amino-1H-indazol-5-yl)pyridin-2-yl)ureido)benzamide